C1(CC1)NS(=O)(=O)C=1C=C(C=CC1C)NC(C1=C(N=CC=C1)N1CCC2(CC2)CC1)=O N-(3-(N-cyclopropylsulfamoyl)-4-methylphenyl)-2-(6-azaspiro[2.5]octan-6-yl)nicotinamide